ClC1=NC(=NC(=N1)Cl)NC1CC1 2,4-dichloro-6-cyclopropylamino-S-triazine